BrC=1C=C(C2=C(N(N=C2C1)C)C1=CC(=C(C(=O)N[C@H]2[C@H](C2)F)C(=C1)OC)OC(F)F)OC 4-(6-bromo-4-methoxy-2-methylindazol-3-yl)-2-(difluoromethoxy)-N-[(1R,2S)-2-fluorocyclopropyl]-6-methoxybenzamide